C(CCCCC)C(CCCOC(CCCCCCCN(CCOCCOCCN(C)C)CCCCCCCC(=O)OCCCC(CCCCCC)CCCCCC)=O)CCCCCC 4-hexyldecyl 11-(8-((4-hexyldecyl)oxy)-8-oxooctyl)-2-methyl-5,8-dioxa-2,11-diazanonadecan-19-oate